1-Hexyl-3-Methylpiperidinium acetat C(C)(=O)[O-].C(CCCCC)[NH+]1CC(CCC1)C